7-(4-bromo-3-chloro-benzoyl)-N-[(2-carbamoylphenyl)methyl]-2-(4-isopropoxyphenyl)-3-oxo-6,8-dihydro-5H-imidazo[1,5-a]pyrazine-1-carboxamide BrC1=C(C=C(C(=O)N2CC=3N(CC2)C(N(C3C(=O)NCC3=C(C=CC=C3)C(N)=O)C3=CC=C(C=C3)OC(C)C)=O)C=C1)Cl